C(C)OC(C(C1=CC=C(C=C1)F)(F)F)=O.C(#N)C(C(=O)NC=1C(=NC=CC1C)C(C)C)C(C=1C(=NC(=C(C1)Cl)Cl)Cl)=O 2-cyano-N-(2-isopropyl-4-methylpyridin-3-yl)-3-oxo-3-(2,5,6-trichloropyridin-3-yl)propionamide ethyl-2,2-difluoro-2-(4-fluorophenyl)acetate